2-iodo-ethane ICC